2-(4-fluorophenyl)-N-(7-oxo-4-phenylthieno[2,3-d]pyridazin-6(7H)-yl)acetamide FC1=CC=C(C=C1)CC(=O)NN1N=C(C2=C(C1=O)SC=C2)C2=CC=CC=C2